4-amino-1-((2R,3S,4S,5R)-4-((tert-butyldimethylsilyl)oxy)-5-(((tert-butyldimethylsilyl)oxy)methyl)-5-(chloromethyl)-3-methyltetrahydrofuran-2-yl)pyrimidin-2(1H)-one NC1=NC(N(C=C1)[C@@H]1O[C@]([C@H]([C@@H]1C)O[Si](C)(C)C(C)(C)C)(CCl)CO[Si](C)(C)C(C)(C)C)=O